[Ag]I.[Li] lithium-silver iodide